1-(4-n-butoxynaphthalene-1-yl)tetrahydrothiophenium perfluoro-n-octanesulfonate FC(C(C(C(C(C(C(C(F)(F)F)(F)F)(F)F)(F)F)(F)F)(F)F)(F)F)(S(=O)(=O)[O-])F.C(CCC)OC1=CC=C(C2=CC=CC=C12)[S+]1CCCC1